FC(OC1=CC=C(C=C1)C(C(=O)OC(C#N)C1=CC(=CC=C1)OC1=CC=C(C=C1)Br)C(C)C)F (3-(4-bromophenoxy)phenyl)-cyanomethyl 4-(difluoromethoxy)-α-(1-methylethyl)benzeneacetate